O1CCC(CC1)C=1C=2N(N=C(C1)C=1C(NC(NC1)=O)=O)C=CN2 5-(8-(tetrahydro-2H-pyran-4-yl)imidazo[1,2-b]pyridazin-6-yl)pyrimidine-2,4(1H,3H)-dione